(2S)-2-(tert-butoxycarbonylamino)-3-(9H-fluoren-9-ylmethoxycarbonylamino)propanoic acid C(C)(C)(C)OC(=O)N[C@H](C(=O)O)CNC(=O)OCC1C2=CC=CC=C2C=2C=CC=CC12